(2-cyano-2-(2-(3,5-dichloro-4-((1-(4-methylbenzyl)-6-oxo-1,6-dihydropyridin-3-yl)oxy)phenyl)hydrazono)acetyl)carbamate C(#N)C(C(=O)NC([O-])=O)=NNC1=CC(=C(C(=C1)Cl)OC1=CN(C(C=C1)=O)CC1=CC=C(C=C1)C)Cl